2-((R)-amino(4-(((S)-2-methylpentyl)oxy)phenyl)methyl)propan N[C@H](C(C)C)C1=CC=C(C=C1)OC[C@H](CCC)C